CC1=CC=C(C=C1)S(=O)(=O)OC1CC(C1)O[Si](C)(C)C(C)(C)C (1S,3S)-3-((tert-butyldimethylsilyl)oxy)cyclobutyl 4-methylbenzenesulfonate